3-Bromo-5-imidazol-1-yl-1-[4-(trifluoromethoxy)phenyl]-1,2,4-triazol BrC1=NN(C(=N1)N1C=NC=C1)C1=CC=C(C=C1)OC(F)(F)F